C(C)(C)(C)[S@](=O)N[C@H](C#C)C=1C=C(C=C(C1)C(F)(F)F)NC(OC(C)(C)C)=O tert-butyl (3-((R)-1-(((S)-tert-butylsulfinyl)amino)prop-2-yn-1-yl)-5-(trifluoromethyl)phenyl)carbamate